C(C)OC1=C(C=C(C=C1)C=1C=C2CC(C(C2=CC1)NC(O[C@@H]1CN2CCC1CC2)=O)(C)C)C(F)(F)F (S)-quinuclidin-3-yl (5-(4-ethoxy-3-(trifluoromethyl)phenyl)-2,2-dimethyl-2,3-dihydro-1H-inden-1-yl)carbamate